tert-butyl ((2R,4S,5R)-5-ethyl-2-((S)-1-(4-fluorophenyl)-1,2,3,4-tetrahydroisoquinoline-2-carbonyl)tetrahydro-2H-pyran-4-yl)carbamate C(C)[C@@H]1[C@H](C[C@@H](OC1)C(=O)N1[C@H](C2=CC=CC=C2CC1)C1=CC=C(C=C1)F)NC(OC(C)(C)C)=O